COC=1C(=C2C=CN(C2=C(C1)C)C(=O)OC(C)(C)C)CN1[C@@H](CC2(CC2)CC1)C1=C(C=C(C=C1)C(=O)OC)NC tert-Butyl 5-methoxy-4-{[(5S)-5-[4-(methoxycarbonyl)-2-(methylamino)phenyl]-6-azaspiro[2.5]octan-6-yl]methyl}-7-methylindole-1-carboxylate